C(C1C(C(C(C(O1)O)N)O)O)O D-(+)-glucosamine